(3-(ethylsulfonyl)-6-(methylsulfonyl)pyridin-2-yl)-2-(trifluoromethyl)pyrazolo[1,5-a]Pyrimidine C(C)S(=O)(=O)C=1C(=NC(=CC1)S(=O)(=O)C)C=1C(=NN2C1N=CC=C2)C(F)(F)F